1-((2R,4S)-4-(3-ethoxy-4-methoxyphenyl)-2-(hydroxymethyl)pyrrolidin-1-yl)ethanone C(C)OC=1C=C(C=CC1OC)[C@@H]1C[C@@H](N(C1)C(C)=O)CO